O1OC=CC=CC=CC=CC=C1 dioxacyclododecine